benzo[D][1,3]dioxol-2-one O1C(OC2=C1C=CC=C2)=O